C1(=C(C=CC=C1)N=C=NC1=C(C(=CC=C1)C)C)N=C=NC1=C(C(=CC=C1)C)C phenylenebis(xylylcarbodiimide)